tert-butyl (1R,5S)-3-(7-bromo-2-chloro-8-fluoroquinazolin-4-yl)-3,8-diazabicyclo[3.2.1]octan-8-carboxylate BrC1=CC=C2C(=NC(=NC2=C1F)Cl)N1C[C@H]2CC[C@@H](C1)N2C(=O)OC(C)(C)C